BrC1=CC(N(C=C1F)CC1CCCC1)=O 4-bromo-1-(cyclopentylmethyl)-5-fluoropyridin-2(1H)-one